S(=O)(=O)(C1=CC=C(C=C1)OC=1C=C(C=C(C1)Br)Br)C1=CC=C(C=C1)OC=1C=C(C=C(C1)Br)Br 5,5'-((Sulfonylbis(4,1-phenylene))bis(oxy))bis(1,3-dibromobenzene)